C(C)(C)(C)OC(=O)N1CCC([C@@](C2=C1C=CC(=C2)Cl)(CO)O)(F)F.BrCC21OCC(C2)(C1)CC(=O)N (1-(bromomethyl)-2-oxabicyclo[2.1.1]hexane-4-yl)acetamide tert-Butyl-(5R)-7-chloro-4,4-difluoro-5-hydroxy-5-(hydroxymethyl)-2,3,4,5-tetrahydro-1H-1-benzazepine-1-carboxylate